OC1[C@H](CN(C[C@H]1C)C=1C=C2C(=CC=NC2=CC1)C(=O)OCC)C Ethyl 6-((3S,4s,5R)-4-hydroxy-3,5-dimethylpiperidin-1-yl)quinoline-4-carboxylate